N-(4-cyclopropylpyridin-2-yl)-2-methoxy-benzamid C1(CC1)C1=CC(=NC=C1)NC(C1=C(C=CC=C1)OC)=O